C(C)C1=NC2=CC=C(C=C2NC1=O)CN1CCN(CC1)C=1C=CC(=NC1F)C(=O)NC 5-[4-[(2-ethyl-3-oxo-4H-quinoxalin-6-yl)methyl]piperazin-1-yl]-6-fluoro-N-methyl-pyridine-2-carboxamide